5-methoxy-2-(2H-1,2,3-triazol-2-yl)benzoic acid COC=1C=CC(=C(C(=O)O)C1)N1N=CC=N1